(1S,3S,4S)-2-((R)-2-chloro-9-hydroxy-9H-fluorene-9-carbonyl)-N-((S)-1-cyano-2-((S)-2-oxopiperidin-3-yl)ethyl)-5,5-difluoro-2-azabicyclo[2.2.2]octane-3-carboxamide ClC1=CC=2[C@](C3=CC=CC=C3C2C=C1)(C(=O)N1[C@@H]2CC([C@H]([C@H]1C(=O)N[C@@H](C[C@H]1C(NCCC1)=O)C#N)CC2)(F)F)O